CO[C@]1(COCC1)C1=CC(=CC(=N1)N1C=C(C=2C=NC(=CC21)NC(C)=O)C)C (S)-N-(1-(6-(3-Methoxytetrahydrofuran-3-yl)-4-methylpyridin-2-yl)-3-methyl-1H-pyrrolo[3,2-c]pyridine-6-yl)acetamide